(1s,3r)-3-(dibenzylamino)cyclohexanol C(C1=CC=CC=C1)N([C@H]1C[C@H](CCC1)O)CC1=CC=CC=C1